methyl 5-bromo-4-oxopentanoate BrCC(CCC(=O)OC)=O